(Z)-crotyl alcohol C(\C=C/C)O